ethyl 2-chloro-4-[(2-fluoro-5-nitrophenyl)amino]pyrimidine-5-carboxylate ClC1=NC=C(C(=N1)NC1=C(C=CC(=C1)[N+](=O)[O-])F)C(=O)OCC